C[Sn](C)(C)C1=NC=CC=C1 (trimethylstannyl)pyridin